ClC1=CC=C(C=C1)P(C1=CC=C(C=C1)Cl)C1=CC=C(C=C1)Cl tri(4-chlorophenyl)phosphine